C1NCCC=2C(=CC=CC12)N 1,2,3,4-tetrahydroisoquinoline-5-amine